3-[3-(2-aminoethyl)phenyl]-2-cyano-N,N-diethylprop-2-enamide NCCC=1C=C(C=CC1)C=C(C(=O)N(CC)CC)C#N